tert-butyl-(((3aR,4R,6R,6aS)-2,2-dimethyl-6-(7,8,9,10-tetrahydro-2,3,5,6-tetraazacycloocta[cd]inden-2(6H)-yl)tetrahydro-4H-cyclopenta[d][1,3]dioxol-4-yl)methyl)carbamate C(C)(C)(C)OC(NC[C@H]1C[C@H]([C@@H]2OC(O[C@@H]21)(C)C)N2C=C1C=3C(=NC=NC23)NCCCC1)=O